BrC1=CC2=C3N(N=C2C=C1)[C@@H](CNC3)C (R)-9-bromo-4-methyl-1,2,3,4-tetrahydropyrazino[1,2-b]indazole